O1CC(C1)COC1=CC=NC2=CC(=C(C=C12)OC(C)C)C(=O)N 4-(oxetan-3-ylmethoxy)-6-(propan-2-yloxy)quinoline-7-carboxamide